FC(C(C)=O)=O fluoro-propanedione